BrC=1C=CC(=C(OCCN2CCC(C2)(F)F)C1)C=1OC2=C(C=CC=C2C(C1)=O)Cl 1-[2-[5-Bromo-2-(8-chloro-4-oxochromen-2-yl)phenoxy]ethyl]-4,4-difluoropyrrolidin